CN1C=NC=C1CC(=O)O 2-(1-methyl-1H-imidazol-5-yl)acetic acid